4-Chloro-6-methoxy-2-[[3-(trifluoromethyl)phenyl]methyl]pyrimidine ClC1=NC(=NC(=C1)OC)CC1=CC(=CC=C1)C(F)(F)F